2-methyl-6-(1-methyl-1H-pyrazol-4-yl)pyridine-3-sulfonyl chloride CC1=NC(=CC=C1S(=O)(=O)Cl)C=1C=NN(C1)C